(7H-pyrrolo[2,3-d]pyrimidin-4-yl)acetic acid N1=CN=C(C2=C1NC=C2)CC(=O)O